C1(CC1)C1=C(C=C(C(=C1)I)C)N(C(C#CCC)=O)C1=NC=C(C=C1OC)C N-(2-cyclopropyl-4-iodo-5-methylphenyl)-N-(3-methoxy-5-methylpyridin-2-yl)pent-2-ynamide